1H-indol-5-carboxamide N1C=CC2=CC(=CC=C12)C(=O)N